CN(C(C(=O)C1=CC=C(C=C1)N1CCOCC1)(CC)CC1=CC=C(C=C1)C)C 2-dimethylamino-2-(4-methylbenzyl)-1-(4-morpholin-4-yl-phenyl)butane-1-On